1-(2-Bromoethyl)-5,6-dimethyl-1H-benzimidazole BrCCN1C=NC2=C1C=C(C(=C2)C)C